O1C(COCC1)C1=NC(=NC=C1C)C(=O)O 4-(1,4-Dioxane-2-yl)-5-methylpyrimidine-2-carboxylic acid